FC=1C=C(OC(C(=O)OC)(C)C)C=CC1N1CCNCC1 methyl 2-(3-fluoro-4-piperazin-1-yl-phenoxy)-2-methyl-propanoate